C(C)OC(=O)N=NC(=O)OCC diethylazodi-carboxylate